FC(C(=O)O)(F)F.C(C)C=1C=C(C=CC1OC=1C2=C(N=CN1)NC=C2)N2C(N(CC2=O)C=2C=NC=C(C2)C(F)(F)F)=O 3-[3-ethyl-4-(7H-pyrrolo[2,3-d]pyrimidin-4-yloxy)phenyl]-1-[5-(trifluoromethyl)-3-pyridinyl]-2,4-imidazolidinedione trifluoroacetate